Uridintriacetat [C@]1([C@](O)([C@](O)([C@@H](CO)O1)CC(=O)[O-])CC(=O)[O-])(N1C(=O)NC(=O)C=C1)CC(=O)[O-]